FC1=C(C(=CC(=C1F)F)F)[B-](C1=C(C(=C(C=C1F)F)F)F)(C1=C(C(=C(C=C1F)F)F)F)C1=C(C(=C(C=C1F)F)F)F.C1(=CC=CC=C1)[PH+](C1=CC=CC=C1)C1=CC=CC=C1 Triphenylphosphonium tetrakis-(2,3,4,6-tetrafluorophenyl)borate